3-acetyl-4-methylquinolin-2(1H)-one C(C)(=O)C=1C(NC2=CC=CC=C2C1C)=O